FC1=C(C=C(C=C1)NC(=O)C1=C(N(C(=C1C)C(C(=O)NC1[C@H]2CC([C@@H](C1)C2)O)=O)C)C)C N-(4-fluoro-3-methylphenyl)-5-(2-(((1R,4R)-5-hydroxybicyclo[2.2.1]heptan-2-yl)amino)-2-oxoacetyl)-1,2,4-trimethyl-1H-pyrrole-3-carboxamide